PYRIMIDO[6,1-A]ISOQUINOLIN-4-ONE C=1C=NC(N2C1C1=CC=CC=C1C=C2)=O